4-iodopentylbutyloxymethyl ether IC(CCCC(OCCCC)OC(CCCC(C)I)OCCCC)C